O[C@@H](CCC)C1=CC(=C(C=N1)C=1C(N(C2=CC(=NC=C2C1)NC(C)=O)C)=O)C N-(3-{6-[(1S)-1-hydroxybutyl]-4-methylpyridin-3-yl}-1-methyl-2-oxo-1,6-naphthyridin-7-yl)acetamide